1,4-bis(2-hydroxypropyl)benzene OC(CC1=CC=C(C=C1)CC(C)O)C